C(C)OC(=O)C=1N=C(N(C(C1OC)=O)C)CC(C1=C(C=CC=C1)C#N)C1=C(C=CC=C1)C#N 2-(2,2-bis(2-cyanophenyl)ethyl)-5-methoxy-1-methyl-6-oxo-1,6-dihydropyrimidine-4-carboxylic acid ethyl ester